1-isobutyl-3-methyl-N-(1-methylcyclopropyl)-2-oxo-benzimidazole-5-sulfonamide C(C(C)C)N1C(N(C2=C1C=CC(=C2)S(=O)(=O)NC2(CC2)C)C)=O